ethyl 4-((4-carbamimidoyl-2,6-dimethylbenzyl)amino)-6-((6-cyclopropylimidazo[1,2-a]pyridin-2-yl)methoxy)pyrimidine-2-carboxylate C(N)(=N)C1=CC(=C(CNC2=NC(=NC(=C2)OCC=2N=C3N(C=C(C=C3)C3CC3)C2)C(=O)OCC)C(=C1)C)C